3-(1-methylpiperidin-4-yl)isoquinolin CN1CCC(CC1)C=1N=CC2=CC=CC=C2C1